P(OCCCCCC(C)C)(OCCCCCC(C)C)OC1=C(C=C(C(=C1)C)SC1=CC(=C(C=C1C)OP(OCCCCCC(C)C)OCCCCCC(C)C)C(C)(C)C)C(C)(C)C tetraisooctyl 4,4'-thiobis(2-tert-butyl-5-methylphenyl) diphosphite